N-[3-[1-(2,6-dioxo-3-piperidyl)-3-methyl-2-oxo-benzimidazol-5-yl]propylsulfonyl]piperidine-4-carboxamide O=C1NC(CCC1N1C(N(C2=C1C=CC(=C2)CCCS(=O)(=O)NC(=O)C2CCNCC2)C)=O)=O